5-bromo-2-[[(3S)-1-tert-butoxycarbonyl-4,4-difluoro-pyrrolidin-3-yl]amino]-3-nitro-benzoic acid BrC=1C=C(C(=C(C(=O)O)C1)N[C@H]1CN(CC1(F)F)C(=O)OC(C)(C)C)[N+](=O)[O-]